FC1=C2C(C(N(C2=C(C=C1C(F)(F)F)F)CC(=O)NC[C@H](CC(=O)O)F)=O)(C)C (S)-4-(2-(4,7-difluoro-3,3-dimethyl-2-oxo-5-(trifluoromethyl)indol-1-yl)acetamido)-3-fluorobutyric acid